COC1=C(C=CC(=O)O)C=CC=C1 ortho-methoxycinnamic acid